N1,N1'-((5-isopropoxy-1,3-phenylene)bis(methylene))bis(N3-(3-aminopropyl)propane-1,3-diamine), hydrochloride salt Cl.C(C)(C)OC=1C=C(C=C(C1)CNCCCNCCCN)CNCCCNCCCN